N-(4-(difluoromethyl)-5-fluoro-2-methylphenyl)-2-(2-(3,6-dihydro-2H-pyran-4-yl)-5-ethyl-7-oxo-6-(piperazin-1-yl)-[1,2,4]triazolo[1,5-a]pyrimidin-4(7H)-yl)acetamide FC(C1=CC(=C(C=C1F)NC(CN1C=2N(C(C(=C1CC)N1CCNCC1)=O)N=C(N2)C=2CCOCC2)=O)C)F